COC1=CC=C(CN(C=2C=CC(=C(C2)C2(CCC(CC2)(F)F)O)N2C=NC=C2)CC2=CC=C(C=C2)OC)C=C1 1-(5-(bis(4-methoxybenzyl)amino)-2-(1H-imidazol-1-yl)phenyl)-4,4-difluorocyclohexan-1-ol